N-[2,4-difluoro-3-[([3-isopropyl-1H-pyrazolo[3,4-b]pyridin-5-yl]oxy)methyl]phenyl]-5-fluoro-2-methoxypyridine-3-sulfonamide FC1=C(C=CC(=C1COC=1C=C2C(=NC1)NN=C2C(C)C)F)NS(=O)(=O)C=2C(=NC=C(C2)F)OC